IC1=CC(=C(CC(N)C)C=C1OC)OC 4-iodo-2,5-dimethoxyamphetamine